CC(C)(C)S(=O)N (+)-2-methylpropan-2-sulfinamide